N1(CCC2=CC=CC=C12)C=1C2=C(N=CN1)SC(=N2)C(=O)NCC2COCC2 7-(Indolin-1-yl)-N-((tetrahydrofuran-3-yl)methyl)thiazolo[5,4-d]pyrimidine-2-carboxamide